O1CCN(CC1)C=1C2=C(N=C(N1)N/N=C/C=1C=C(C=CC1)C)N=C(O2)C(=O)NC2CCNCC2 7-morpholino-5-[(2E)-2-(m-tolylmethylene)hydrazino]-N-(4-piperidyl)oxazolo[4,5-d]pyrimidine-2-carboxamide